octyldimethyl-(dimethylamino)silane tert-Butyl-6-amino-3,4-dihydroisoquinoline-2(1H)-carboxylate C(C)(C)(C)OC(=O)N1CC2=CC=C(C=C2CC1)N.C(CCCCCCC)[Si](N(C)C)(C)C